CC1([C@H](C1)C(=O)N1CC2(C1)CN(CC2C(=O)NNC(CC2=NC(=CC=C2)C2CCOCC2)=O)C(=O)OC(C)(C)C)C tert-butyl 2-((S)-2,2-dimethylcyclopropane-1-carbonyl)-8-(2-(2-(6-(tetrahydro-2H-pyran-4-yl)pyridin-2-yl)acetyl)hydrazine-1-carbonyl)-2,6-diazaspiro[3.4]octane-6-carboxylate